C(#N)C1=C(C=C(C=C1)C)[C@H]1C[C@H](C1)NC(=O)C=1N=NN(C1)[C@@H](C)C=1C=NC(=C(C1C)C)N1C([C@@H]2C[C@@H]2C1)=O |o1:21| N-((cis)-3-(2-cyano-5-methylphenyl)cyclobutyl)-1-((S or R)-1-(4,5-dimethyl-6-((1R,5S)-2-oxo-3-azabicyclo[3.1.0]hexan-3-yl)pyridin-3-yl)ethyl)-1H-1,2,3-triazole-4-carboxamide